6-((3-methoxy-4-(4-(4-methylpiperazin-1-yl)piperidin-1-yl)phenyl)amino)-2,4-dimethyl-4,9-dihydro-10H-pyrimido[5,4-b]thiazolo[5,4-e][1,4]diazepin-10-one COC=1C=C(C=CC1N1CCC(CC1)N1CCN(CC1)C)NC=1N=CC=2NC(C3=C(N(C2N1)C)SC(=N3)C)=O